3-{[4-benzyl-7-({2-hydroxy-5-methyl-3-[(2,3,4,5,6-pentahydroxyhexyl)carbamoyl]phenyl}methyl)-1,4,7-triazonan-1-yl]methyl}-2-hydroxy-5-methyl-N-(2,3,4,5,6-pentahydroxyhexyl)benzamide C(C1=CC=CC=C1)N1CCN(CCN(CC1)CC1=C(C(=CC(=C1)C)C(NCC(C(C(C(CO)O)O)O)O)=O)O)CC=1C(=C(C(=O)NCC(C(C(C(CO)O)O)O)O)C=C(C1)C)O